(S)-1-(1-(5-chloro-2-ethoxybenzyl)pyrrolidin-3-yl)-N,N-dimethyl-methanamine difumarate C(\C=C\C(=O)O)(=O)O.C(\C=C\C(=O)O)(=O)O.ClC=1C=CC(=C(CN2C[C@@H](CC2)CN(C)C)C1)OCC